BrC1=[N+](C(=CC=C1)C(=O)O)[O-] 2-Bromo-6-carboxypyridine 1-oxide